FC(C(=O)O)(F)F.NC1=NN=C(C2=CC(=CC=C12)C=1C=C(C=C(C1OC)F)B(O)O)C [3-(1-amino-4-methylphthalazin-6-yl)-5-fluoro-4-methoxyphenyl]boronic Acid trifluoroacetic Acid Salt